C1(CC1)OC1=CC=C(C=C1)C1CCN(CC1)C(=O)C1CC2(C1)NC(OC2)=O (2s,4s)-2-(4-(4-cyclopropoxyphenyl)piperidine-1-carbonyl)-7-oxa-5-azaspiro[3.4]octan-6-one